binaphthalenediol Tert-butyl-(1S,2R)-2-(2-hydroxyethyl)cyclopropanecarboxylate C(C)(C)(C)[C@]1([C@H](C1)CCO)C(=O)O.C1(=C(C(=CC2=CC=CC=C12)O)O)C1=CC=CC2=CC=CC=C12